fluoro-5-((3-fluorophenyl)(methyl)amino)-[1,2,4]Triazolo[4,3-a]Quinazoline-8-carboxylic acid FC1=NN=C2N1C1=CC(=CC=C1C(=N2)N(C)C2=CC(=CC=C2)F)C(=O)O